(R)-7-((1-(6-cyanopyridazin-3-yl)-3,3-dimethylpiperidin-4-yl)amino)-2-(6-methoxypyridin-2-yl)pyrazolo[1,5-a]pyrimidine-6-carboxamide C(#N)C1=CC=C(N=N1)N1CC([C@@H](CC1)NC1=C(C=NC=2N1N=C(C2)C2=NC(=CC=C2)OC)C(=O)N)(C)C